(6-chloro-5-(difluoromethoxy)pyridin-2-yl)(3,3-difluoro-4-hydroxy-1-azaspiro[4.4]nonan-1-yl)methanone ClC1=C(C=CC(=N1)C(=O)N1CC(C(C12CCCC2)O)(F)F)OC(F)F